FC(COC1=C(C=C(C(=N1)OC)NS(=O)(=O)C1=CN=C2N1C=CC(=C2)OC)F)F N-[6-(2,2-difluoroethoxy)-5-fluoro-2-methoxy-3-pyridyl]-7-methoxy-imidazo[1,2-a]pyridine-3-sulfonamide